5,8-dibromo-2,3-bis(4-(hexadecyloxy)phenyl)quinoxaline BrC1=C2N=C(C(=NC2=C(C=C1)Br)C1=CC=C(C=C1)OCCCCCCCCCCCCCCCC)C1=CC=C(C=C1)OCCCCCCCCCCCCCCCC